4-(6-benzyl-5,6,7,8-tetrahydropyrido[4,3-d]pyrimidin-2-yl)-3-methoxyaniline C(C1=CC=CC=C1)N1CC2=C(N=C(N=C2)C2=C(C=C(N)C=C2)OC)CC1